5-[(1-methylpyrrolidin-2-yl)methoxy]-2-[[2-[2-oxo-3-(3-oxo-4H-pyrido[3,2-b][1,4]oxazin-6-yl)-1,3-oxazolidin-5-yl]ethylamino]methyl]-2,3-dihydro-1H-indene-4-carbonitrile CN1C(CCC1)COC1=C(C=2CC(CC2C=C1)CNCCC1CN(C(O1)=O)C=1C=CC=2OCC(NC2N1)=O)C#N